tert-butyl 4-((1-(2-(2,6-dioxopiperidin-3-yl)-1,3-dioxoisoindolin-5-yl)piperidin-4-yl)methyl)piperazine-1-carboxylate O=C1NC(CCC1N1C(C2=CC=C(C=C2C1=O)N1CCC(CC1)CN1CCN(CC1)C(=O)OC(C)(C)C)=O)=O